3-(1-acetyl-5-(pyridin-4-yl)-4,5-dihydro-1H-pyrazol-3-yl)-6-chloro-4-phenylquinolin-2(1H)-one C(C)(=O)N1N=C(CC1C1=CC=NC=C1)C=1C(NC2=CC=C(C=C2C1C1=CC=CC=C1)Cl)=O